1,2-dioleoyl-Sn-glycero-3-phosphate C(CCCCCCC\C=C/CCCCCCCC)(=O)OC[C@@H](OC(CCCCCCC\C=C/CCCCCCCC)=O)COP(=O)(O)O